C(C)(=O)N1CC[C@@H]2N(C([C@H](C1)NC(=O)C=1SC3=C(N1)C=C(C=C3)C(F)(F)P(O)(O)=O)=O)[C@@H](CC2)C(N(C2=CC=CC=C2)C)=O ((2-(((5S,8S,10aR)-3-acetyl-8-(methyl(phenyl)carbamoyl)-6-oxodecahydropyrrolo[1,2-a][1,5]diazocin-5-yl)carbamoyl)benzo[d]thiazol-5-yl)difluoromethyl)phosphonic Acid